{[(2S)-4-methyl-2-({[4-(trifluoromethyl)phenyl]carbamoyl}amino)pentanoyl]amino}methanesulfonic acid CC(C[C@@H](C(=O)NCS(=O)(=O)O)NC(NC1=CC=C(C=C1)C(F)(F)F)=O)C